3-{2-[(piperidin-3-yl)amino]-5-(trifluoromethyl)pyrimidin-4-yl}-1H,4H,5H,8H,9H-pyrrolo[2,3-c]azocin-9-one N1CC(CCC1)NC1=NC=C(C(=N1)C1=CNC=2C(NC=CCCC21)=O)C(F)(F)F